C(=O)(O)C(C)(C(=S)SC(=S)C(C)(C(=O)O)C)C 1-carboxy-1-methylethylthiocarbonyl sulfide